([1,2,4]triazolo[4,3-a]pyridin-6-yl)pyridin-3-ol hydrochloride Cl.N=1N=CN2C1C=CC(=C2)C2=NC=CC=C2O